7-hydroxy-2,4-dioxotetrahydropteridine OC1CNC2C(NC(NC2=N1)=O)=O